C(C)(C)(CC)N1[SiH2]N([SiH2]1)C(C)(C)CC 1,3-bis(tert-amyl)cyclodisilazane